FC1=C(C=CC=C1OC)C1=NC=2C=CNC(C2C(=C1)NC1=NC=C(C=C1)N1CCC(CC1)O)=O 2-(2-fluoro-3-methoxy-phenyl)-4-[[5-(4-hydroxy-1-piperidyl)-2-pyridyl]amino]-6H-1,6-naphthyridin-5-one